4-fluoro-6-(1H-imidazol-1-yl)-N-((1r,4r)-4-(2-methoxyethoxy)cyclohexyl)pyridinecarboxamide FC1=CC(=NC(=C1)N1C=NC=C1)C(=O)NC1CCC(CC1)OCCOC